5-((3-(8-bromo-3-(2,2,2-trifluoroethyl)indolizin-2-yl)prop-2-yn-1-yl)amino)-6-methoxy-N-(methyl-d3)pyridine-2-carboxamide BrC1=CC=CN2C(=C(C=C12)C#CCNC=1C=CC(=NC1OC)C(=O)NC([2H])([2H])[2H])CC(F)(F)F